F[C@H]1CN(CC[C@H]1NC1=C2C=C(N(C2=CC=C1)CC(F)(F)F)C#CCNC1=C(C=C(C=C1)S(=O)(=O)C)OC)CCO 2-[(3S,4R)-3-fluoro-4-[(2-{3-[(4-methanesulfonyl-2-methoxyphenyl)amino]prop-1-yn-1-yl}-1-(2,2,2-trifluoroethyl)-1H-indol-4-yl)amino]piperidin-1-yl]ethan-1-ol